C(C)(C)(C)OC(=O)N1CC2=C(CC1)C(=CS2)C(=O)O 6-tert-butoxycarbonyl-5,7-dihydro-4H-thieno[2,3-c]pyridine-3-carboxylic acid